C1(CC1)C1=NC=C(C=N1)C1(CC1)C(=O)O 1-(2-cyclopropylpyrimidin-5-yl)cyclopropanecarboxylic acid